BrC=1C=C(OC(=O)NC2=CC=C3C(=N2)C(=CN3)C3=CCN2CCCC2C3)C=CC1 5-(3-bromophenoxy)carbonylamino-3-(1,2,3,4,5,8-hexahydroindolizin-7-yl)pyrrolo[3,2-b]pyridine